trans-4-(3-Ethoxy-4-((5-isopropoxypyridin-2-yl)oxy)piperidin-1-yl)-1-methyl-2-oxo-1,2-dihydropyrido[3,2-d]pyrimidin-6-carbonitril C(C)O[C@@H]1CN(CC[C@H]1OC1=NC=C(C=C1)OC(C)C)C=1C2=C(N(C(N1)=O)C)C=CC(=N2)C#N